2,4-bis(docosanyloxy)benzyl alcohol C(CCCCCCCCCCCCCCCCCCCCC)OC1=C(CO)C=CC(=C1)OCCCCCCCCCCCCCCCCCCCCCC